[C@H]12CN(C[C@H](CC1)N2)C2=NC(=NC1=C(C(=C(C=C21)Cl)C2=CC=C(C1=C2N=C(S1)N)F)F)OC[C@]12CCCN2C[C@@H](C1)F 4-(4-((1R,5S)-3,8-diaza-bicyclo[3.2.1]octan-3-yl)-6-chloro-8-fluoro-2-(((2R,7aS)-2-fluorotetra-hydro-1H-pyrrolizin-7a(5H)-yl)methoxy)quinazolin-7-yl)-7-fluorobenzo[d]thiazol-2-amine